FC(OC1=NC=CC(=C1)CNC(=O)NC1[C@@H]2C([C@@H]2CC1)(F)F)F |r| 1-[[2-(difluoromethoxy)pyridin-4-yl]methyl]-3-[rac-(1R,5R)-6,6-difluoro-2-bicyclo[3.1.0]hexanyl]urea